[O-2].[O-2].[O-2].[Cr+3].[Cr+3] Dichromium trioxide